rac-(3R,4S)-3-(3,4-difluorophenyl)-4-methyl-pyrrolidine FC=1C=C(C=CC1F)[C@@H]1CNC[C@H]1C |r|